ClC=1N=C(C2=C(N1)NC(C2)=O)NCC2=CC=NC=C2 2-chloro-4-((pyridin-4-ylmethyl)amino)-5H-pyrrolo[2,3-d]pyrimidin-6(7H)-one